methyl 1-(4-methoxybenzyl)-5-(4-(4-methylpiperazin-1-yl)phenoxy)-1H-1,2,3-triazole-4-carboxylate COC1=CC=C(CN2N=NC(=C2OC2=CC=C(C=C2)N2CCN(CC2)C)C(=O)OC)C=C1